N1=CN=CC(=C1)C1=CC=CC(=N1)C(=O)N 6-(pyrimidin-5-yl)picolinamide